7-{[(3R)-3-methyl-3,4-dihydroisoquinolin-2(1H)-yl]carbonyl}-3,4-dihydroisoquinolin-2(1H)-carboxylic acid phenyl ester C1(=CC=CC=C1)OC(=O)N1CC2=CC(=CC=C2CC1)C(=O)N1CC2=CC=CC=C2C[C@H]1C